C1=NC=C(C2=CC=CC=C12)N([C@@H]1CN(CC1)C(=O)OC(C)(C)C)C tert-butyl (S)-3-(isoquinolin-4-yl(methyl)amino)pyrrolidine-1-carboxylate